2-((6,7-dichloro-3-(1-(tetrahydro-2H-pyran-2-yl)-1H-pyrazol-4-yl)-2-(((tetrahydro-2H-pyran-2-yl)oxy)methyl)-1H-indol-4-yl)oxy)acetonitrile ClC1=CC(=C2C(=C(NC2=C1Cl)COC1OCCCC1)C=1C=NN(C1)C1OCCCC1)OCC#N